FC1(O[C@H](CN(C1)C=1N=C(C=2N=C(N(C(C2N1)=O)C)C)C1=C(C=C(C=C1)F)F)C=1C=NN(C1)C)F (S)-6-(2,2-difluoro-6-(1-methyl-1H-pyrazol-4-yl)morpholino)-8-(2,4-difluorophenyl)-2,3-dimethylpyrimido[5,4-d]pyrimidin-4(3H)-one